FC=1C(=CC=NC1)C 5-fluoro-4-methylPyridine